N-[(1R)-1-(3,4-dimethoxyphenyl)ethyl]-2-(3-hydroxypropyl)benzamide COC=1C=C(C=CC1OC)[C@@H](C)NC(C1=C(C=CC=C1)CCCO)=O